N-((S)-(4,4-difluorocyclohexyl)(7-fluoro-5-((S)-2-methoxy-1-((S)-2-oxo-4-(trifluoromethyl)imidazolidin-1-yl)ethyl)benzo[d]oxazol-2-yl)methyl)-1-methyl-1H-1,2,4-triazole-5-carboxamide FC1(CCC(CC1)[C@H](NC(=O)C1=NC=NN1C)C=1OC2=C(N1)C=C(C=C2F)[C@@H](COC)N2C(N[C@@H](C2)C(F)(F)F)=O)F